(S,E)-2-methyl-N-[1-[3-(1-piperidyl)-1,2,4-thiadiazol-5-yl]ethylidene]propane-2-sulfinamide CC(C)(C)[S@](=O)/N=C(\C)/C1=NC(=NS1)N1CCCCC1